ClC1=CN=C(C(=N1)NC1=C(C=CC=C1OC)OC)N C6-chloro-N2-(2,6-dimethoxyphenyl)pyrazine-2,3-diamine